C(C)(=O)N1CCN(CC1)C=1C=CC=2N(C1)C(=CN2)C(=O)NC2=C(C(=CC(=C2)C2=NOC(=N2)[C@@H]2[C@H](C2)F)F)C 6-(4-acetylpiperazin-1-yl)-N-(3-fluoro-5-(5-((1r,2s)-2-fluorocyclopropyl)-1,2,4-oxadiazol-3-yl)-2-methylphenyl)imidazo[1,2-a]pyridine-3-carboxamide